ClC=1C=C2C(=NC(=NC2=C(C1C1=CC=CC2=CC=CC(=C12)Cl)F)OC[C@H]1N(CCC1)C)N1CCNCC(C1)(F)F 6-chloro-7-(8-chloronaphthalen-1-yl)-4-(6,6-difluoro-1,4-diazepan-1-yl)-8-fluoro-2-(((S)-1-methylpyrrolidin-2-yl)methoxy)quinazoline